2-(4-methoxyphenyl)-4-(1,3-benzodioxol-5-yl)-1-(N,N-di(n-butyl)aminocarbonylmethyl)pyrrolidine COC1=CC=C(C=C1)C1N(CC(C1)C1=CC2=C(OCO2)C=C1)CC(=O)N(CCCC)CCCC